FC=1C=C(C(=O)Cl)C=C(C1)C(F)(F)F D-3-fluoro-5-(trifluoromethyl)benzoyl chloride